5-(1H-Pyrazol-4-yl)-2-[6-(2,2,6,6-tetramethyl-1,2,3,6-tetrahydropyridin-4-yl)[1,3]thiazolo[4,5-c]pyridin-2-yl]phenol N1N=CC(=C1)C=1C=CC(=C(C1)O)C=1SC2=C(C=NC(=C2)C=2CC(NC(C2)(C)C)(C)C)N1